O(C1=CC=CC=C1)C=1C=C(COC(=O)[C@@H]2C([C@H]2C=C(C)C)(C)C)C=CC1 trans-2,2-dimethyl-3-(2-methylpropan-1-enyl)cyclopropanecarboxylic acid 3-phenoxybenzyl ester